COC(=O)C=1C=NC(=CC1C1=CC(=NC=C1OC)C(F)F)C 2'-(difluoromethyl)-5'-methoxy-6-methyl-[4,4'-bipyridine]-3-carboxylic acid methyl ester